3-bromo-2,2-dimethyl-7-(methylsulfonyl)-2H-chromen BrC=1C(OC2=CC(=CC=C2C1)S(=O)(=O)C)(C)C